COC1=C2C(=NC=C1)NC(=C2C=2C=CC(=C(C2)NC(C=C)=O)C)C2=CC=C(C=C2)N2CCN(CC2)C N-(5-(4-methoxy-2-(4-(4-methylpiperazin-1-yl)phenyl)-1H-pyrrolo[2,3-b]pyridin-3-yl)-2-methylphenyl)acrylamide